BrCCCCCC 1-Bromohexane